8-[(1-tert-Butoxycarbonyl-4-fluoro-piperidin-4-ylmethyl)-amino]-6-isothiazol-5-yl-imidazo[1,2-a]pyrazine-2-carboxylic acid ethyl ester C(C)OC(=O)C=1N=C2N(C=C(N=C2NCC2(CCN(CC2)C(=O)OC(C)(C)C)F)C2=CC=NS2)C1